(S)-7-hydroxy-6,8-diiodo-1,2,3,4-tetrahydroisoquinoline-3-carboxylic acid hydrochloride HCl salt Cl.Cl.OC1=C(C=C2C[C@H](NCC2=C1I)C(=O)O)I